C(C1=CC=CC=C1)S(=O)(=O)C1=CC=C(C=C1)SC1=NC(=C(C(=N1)N(C)C)OC)NC1=NNC(=C1)C 2-((4-(benzylsulfonyl)phenyl)thio)-5-methoxy-N4,N4-dimethyl-N6-(5-methyl-1H-pyrazol-3-yl)pyrimidine-4,6-diamine